N-(4-Methoxy-2-pyridyl)-4-(4,4,5,5-tetramethyl-1,3,2-dioxaborolan-2-yl)benzamide COC1=CC(=NC=C1)NC(C1=CC=C(C=C1)B1OC(C(O1)(C)C)(C)C)=O